C(C)N(S(=O)(=O)NC=1C(=C(C(=O)C2=CNC3=NC=C(C=C32)C3=CC(=C(C=C3)C3CCN(CC3)C(=O)OC(C)(C)C)F)C(=CC1)F)F)C tert-butyl 4-[4-[3-[3-[[ethyl(methyl) sulfamoyl] amino]-2,6-difluoro-benzoyl]-1H-pyrrolo[2,3-b]pyridin-5-yl]-2-fluoro-phenyl]piperidine-1-carboxylate